3-(2-chloro-3-(6-((3-methyl-2-oxotetrahydropyrimidin-1(2H)-yl)methyl)pyridin-3-yl)phenyl)piperidine-2,6-dione ClC1=C(C=CC=C1C=1C=NC(=CC1)CN1C(N(CCC1)C)=O)C1C(NC(CC1)=O)=O